CN1CNCCC1 3-methyltetrahydropyrimidin